COC1=CC=C(C=C1)CN1C(=NN=C1)C1=CC(=NN1CCC(=O)OC(C)(C)C)C tert-butyl 3-(5-{4-[(4-methoxyphenyl)methyl]-4H-1,2,4-triazol-3-yl}-3-methyl-1H-pyrazol-1-yl)propanoate